N2-tert-butyl-N8-(3,4-dichlorophenyl)-9-(piperidin-4-yl)-9H-purine-2,8-diamine C(C)(C)(C)NC1=NC=C2N=C(N(C2=N1)C1CCNCC1)NC1=CC(=C(C=C1)Cl)Cl